4-((4-methoxybenzyl)amino)imidazo[1,5-a]pyrido[3,4-e]pyrazin-8-carboxylic acid COC1=CC=C(CNC=2C=3N(C4=C(N2)C=NC(=C4)C(=O)O)C=NC3)C=C1